C(N)(=O)C=1C=C(C=NC1OC)NC(C(=O)N(CC1=NC=C(C=C1)C(F)(F)F)[C@@H]1CCC2=CC=CC=C12)=O (R)-N1-(5-carbamoyl-6-methoxypyridin-3-yl)-N2-(2,3-dihydro-1H-inden-1-yl)-N2-((5-(trifluoromethyl)pyridin-2-yl)methyl)oxalamide